CN(CCN(C1=C(C=C(C(=C1)OCC)NC1=NC=NC(=N1)N1CC(C2=NC(=C(C=C21)C)C)(C)C)NC(C=C)=O)C)C N-(2-((2-(dimethylamino)ethyl)(methyl)amino)-4-ethoxy-5-((4-(3,3,5,6-tetramethyl-2,3-dihydro-1H-pyrrolo[3,2-b]pyridin-1-yl)-1,3,5-triazin-2-yl)amino)phenyl)acrylamide